NC1=NC=CC=C1C1=NC=2C(=NC(=CC2)C2=CC=CC=C2)N1C1=CC=C(CN2CCN(CC2)C2=CC(=NC=C2)C#N)C=C1 4-(4-(4-(2-(2-Aminopyridin-3-yl)-5-phenyl-3H-imidazo[4,5-b]pyridin-3-yl)benzyl)piperazin-1-yl)picolinonitrile